C(C)(C)P(C(C)C)CC1=CC=CC2=CC3=CC=CC(=C3N=C12)CP(C(C)C)C(C)C 4,5-bis((diisopropylphosphino)methyl)acridine